C(C)C=1C(=CC=C2C=C(C=C(C12)C1=C(C=C2C(=NC(=NC2=C1F)OC[C@]12CCCN2C[C@@H](C1)F)N1CC2(CC(C2)O)CCC1)F)O)F (2R,4r)-6-(7-(8-ethyl-7-fluoro-3-hydroxynaphthalen-1-yl)-6,8-difluoro-2-(((2R,7aS)-2-fluorohexahydro-1H-pyrrolizin-7a-yl)methoxy)quinazolin-4-yl)-6-azaspiro[3.5]nonan-2-ol